N1(N=NC=C1)C[C@@H]1C[C@H](CN1C#N)NC(=O)C=1OC(=CN1)C1=CC(=CC=C1)OC(F)(F)F N-((3R,5S)-5-((1H-1,2,3-Triazol-1-yl)methyl)-1-cyanopyrrolidin-3-yl)-5-(3-(trifluoromethoxy)phenyl)oxazole-2-carboxamide